aminodiacetic acid C(C(=O)O)NCC(=O)O